NCCNCCC[Si](OCC)(OCC)C N-(2-aminoethyl)aminopropylmethyldiethoxysilane